4-(3-((1-(3,6-dimethyl-4-oxo-2-(piperidin-1-yl)-4H-chromen-8-yl)ethyl)amino)pyridin-2-yl)-2-fluoro-6-formylphenyl trifluoromethanesulfonate FC(S(=O)(=O)OC1=C(C=C(C=C1C=O)C1=NC=CC=C1NC(C)C=1C=C(C=C2C(C(=C(OC12)N1CCCCC1)C)=O)C)F)(F)F